IC1=NNC=2CCCC(C12)=O 3-Iodo-1,5,6,7-tetrahydroindazol-4-one